C(=CCCCCCC)N[C@@H](C)C(=O)O (S)-octenyl-alanine